CNC1CCC2=C(C=CS2)C1 N-methyl-4,5,6,7-tetrahydrobenzothiophen-5-amine